C(=C)C1=CC=C(N)C=C1 4-vinylaniline